oxabicyclo-[3.3.0]oct-6-en-3-one C12OC(CC2C=CC1)=O